C1(=CC=C(C=C1)N(C1=CC=2C(C3=CC=CC=C3C2C=C1)(C)C)C1=CC(CC(=C1)C1=CC=CC(=C1)C(C)(C)C)(C1=CC(=CC(=C1)C(C)(C)C)C(C)(C)C)C(C)(C)C)C1=CC=CC=C1 N-(1,1'-biphenyl-4-yl)-N-(3,3'',5',5''-tetra-tert-butyl-1,1':3,1''-terphenyl-5-yl)-9,9-dimethyl-9H-fluoren-2-amine